methyl-D-fructose CC(O)C(=O)[C@@H](O)[C@H](O)[C@H](O)CO